NC1=C(C2=CN(N=C2C=C1Cl)C)/C=C/C(=O)OCC Ethyl (E)-3-(5-Amino-6-chloro-2-methyl-2H-indazol-4-yl)acrylate